3-cyanomethyl-2-(2-tolyl)indazole C(#N)CC=1N(N=C2C=CC=CC12)C1=C(C=CC=C1)C